C(C)C1=NC2=C(N1)C=CC=C2 2-ethyl-1H-benzimidazol